NC1CCC(CC1)(C(=O)NC1=CC(=C(C=C1)C)OC)C (1s,4s)-4-amino-N-(3-methoxy-4-methylphenyl)-1-methylcyclohexane-1-carboxamide